FC=1C=C(C=C(C1)C1=NC=NN1C)[C@@H]1NOCC1 (R)-3-(3-fluoro-5-(1-methyl-1H-1,2,4-triazol-5-yl)phenyl)isoxazolidine